C(CC)C1=CC=C2SC=3C=CC(=CC3C(C2=C1)=O)[S+](C1=C(C=CC=C1)C(C)C)C1=CC=CC=C1 7-propylisopropyl-9-oxo-10-thia-9,10-dihydro-anthracene-2-yl-diphenylsulfonium